FC1=CC2=C(OC[C@H]3N2CCN(C3)C(=O)OC(C)(C)C)C=C1C(=O)OCC 3-(tert-butyl) 8-ethyl (S)-9-fluoro-1,2,4a,5-tetrahydrobenzo[b]pyrazino[1,2-d][1,4]oxazine-3,8(4H)-dicarboxylate